BrC1=CC(=C(C=C1)P(CC)(CC)=O)NC (4-bromo-2-(methylamino)phenyl)diethylphosphine oxide